FC(COC[C@@H]1CCC(C=2N(C1)N=C1C2CN(CC1)C(=O)NC1=CC(=C(C=C1)F)C(F)(F)F)(F)F)F |o1:5| (R*)-8-((2,2-Difluoroethoxy)methyl)-11,11-difluoro-N-(4-fluoro-3-(trifluoromethyl)phenyl)-3,4,8,9,10,11-hexahydro-1H-pyrido[4',3':3,4]pyrazolo[1,5-a]azepine-2(7H)-carboxamide